(3-((5-ethyl-3-methylisoxazol-4-yl)methoxy)benzoyl)quinoline-2-carbohydrazide C(C)C1=C(C(=NO1)C)COC=1C=C(C(=O)C=2C(=NC3=CC=CC=C3C2)C(=O)NN)C=CC1